C1(C=CC(C=C1)=O)=NO benzoquinone monooxime